3-{3-cyclopropyl-5-[(3,3-difluorocyclobutyl)methoxy]phenyl}-1-[(1-ethyl-1H-pyrazol-4-yl)methyl]-4-methyl-1,3-dihydro-2H-imidazol-2-one C1(CC1)C=1C=C(C=C(C1)OCC1CC(C1)(F)F)N1C(N(C=C1C)CC=1C=NN(C1)CC)=O